(S)-(3-(4-(3-(2,5-dimethoxy-3,4,6-trimethylphenyl)propoxy)phenyl)-1-(isopropylamino)-1-oxoprop-2-yl)carbamic acid tert-butyl ester C(C)(C)(C)OC(N[C@H](C(=O)NC(C)C)CC1=CC=C(C=C1)OCCCC1=C(C(=C(C(=C1C)OC)C)C)OC)=O